4-(((8-iodo-4-oxochroman-7-yl)oxy)(pyridin-4-yl)methyl)benzamide IC=1C(=CC=C2C(CCOC12)=O)OC(C1=CC=C(C(=O)N)C=C1)C1=CC=NC=C1